(E)-3-(4-((6-Hydroxy-2-(4-hydroxybenzoyl)benzo[b]thiophen-3-yl)oxy)phenyl)acrylic acid OC=1C=CC2=C(SC(=C2OC2=CC=C(C=C2)/C=C/C(=O)O)C(C2=CC=C(C=C2)O)=O)C1